BrC=1C(=NC(=NC1)NC1=CC(=C(C=C1)N1CCC2(CC(C2)=O)CC1)[N+](=O)[O-])NC=1C(=C2N=CC=NC2=CC1)P(C)C 7-(4-(5-bromo-4-(5-(dimethylphosphino)quinoxalin-6-ylamino)pyrimidin-2-ylamino)-2-nitrophenyl)-7-azaspiro[3.5]nonan-2-one